FC(C=1C=NC2=C(OCC3N2CCNC3)N1)(F)F 3-(trifluoromethyl)-6a,7,9,10-tetrahydrodipyrazino[2,3-b:1',2'-d][1,4]oxazin